2-(3-bromophenyl)-2-methyl-5-((2-methylbut-3-yn-2-yl)oxy)pentanoic acid BrC=1C=C(C=CC1)C(C(=O)O)(CCCOC(C)(C#C)C)C